Dihexyl itaconate C(C(=C)CC(=O)OCCCCCC)(=O)OCCCCCC